6-hydroxy-2-mercaptopyrimidin-4(3H)-one OC1=CC(NC(=N1)S)=O